4-(4-Chloro-6-cyanopyrimidin-2-yl)piperazine-1-carboxylate ClC1=NC(=NC(=C1)C#N)N1CCN(CC1)C(=O)[O-]